FC(S(=O)(=O)N1CC(C1)NC(OC(C)(C)C)=O)F tert-butyl N-[1-(difluoromethylsulfonyl)azetidin-3-yl]carbamate